C(C(=C)C)(=O)O.OCC(O)CO Glycerin monomethacrylate